(2-ethylbutyl)(methyl)amine C(C)C(CNC)CC